[4-(aminomethyl)cyclohexyl]-3-(3-chloro-2-fluoro-phenyl)-4-(4-chloro-2-fluoro-phenyl)-4-Cyano-5-(2,2-dimethylpropyl)pyrrolidine-2-carboxamide NCC1CCC(CC1)N1C(C(C(C1CC(C)(C)C)(C#N)C1=C(C=C(C=C1)Cl)F)C1=C(C(=CC=C1)Cl)F)C(=O)N